5-[(4R,9aS)-8-[[6-(3,6-diazabicyclo[3.1.1]heptan-3-yl)-2-methyl-3-pyridyl]methyl]-4-methyl-3,4,6,7,9,9a-hexahydro-1H-pyrazino[1,2-a]pyrazin-2-yl]-2-deuterio-quinoline-8-carbonitrile C12CN(CC(N1)C2)C2=CC=C(C(=N2)C)CN2C[C@@H]1N([C@@H](CN(C1)C1=C3C=CC(=NC3=C(C=C1)C#N)[2H])C)CC2